1-(p-toluenesulfonyl)-imidazole CC1=CC=C(C=C1)S(=O)(=O)N2C=CN=C2